gold (III) porphyrin C12=CC=C(N1)C=C1C=CC(=N1)C=C1C=CC(N1)=CC=1C=CC(N1)=C2.[Au+3]